4-[[4-[[2-(6-methyl-2-pyridyl)pyrrolo[2,1-f][1,2,4]triazin-4-yl]amino]pyrimidin-2-yl]amino]benzoic acid CC1=CC=CC(=N1)C1=NN2C(C(=N1)NC1=NC(=NC=C1)NC1=CC=C(C(=O)O)C=C1)=CC=C2